N(=[N+]=[N-])CCOCCOCCOCCOCCOCCOCCN(C(OC(C)(C)C)=O)C tert-butyl N-[2-[2-[2-[2-[2-[2-(2-azidoethoxy)ethoxy] ethoxy]ethoxy] ethoxy] ethoxy]-ethyl]-N-methyl-carbamate